t-butyl (1-(4-((1-(4-(2-((t-butyldimethylsilyl)oxy) propoxy)phenyl)-2-oxo-1,2-dihydropyrimidin-4-yl)carbamoyl)piperazin-1-yl)-2-methyl-1-oxopropan-2-yl)carbamate [Si](C)(C)(C(C)(C)C)OC(COC1=CC=C(C=C1)N1C(N=C(C=C1)NC(=O)N1CCN(CC1)C(C(C)(C)NC(OC(C)(C)C)=O)=O)=O)C